FC=1C=C(C(=NC1)OC)[C@@H](C)NC=1C=CC=2N(N1)C(=CN2)C=2N=NN(C2)C[C@@H](C)O (R)-1-(4-(6-(((R)-1-(5-fluoro-2-methoxypyridin-3-yl)ethyl)amino)imidazo[1,2-b]pyridazin-3-yl)-1H-1,2,3-triazol-1-yl)propan-2-ol